3,6-dihydro-7H-[1,2,3]Triazolo[4,5-d]Pyrimidine N1=NNC=2N=CNCC21